1-ethyl-1-propyl-pyrrolium C(C)[N+]1(C=CC=C1)CCC